(R)-(+)-1,2-propanediol C([C@@H](C)O)O